bis(phenyltriethylammonium) sulfate S(=O)(=O)([O-])[O-].C1(=CC=CC=C1)[N+](CC)(CC)CC.C1(=CC=CC=C1)[N+](CC)(CC)CC